tert-butyl (2-oxopropyl)carbamate O=C(CNC(OC(C)(C)C)=O)C